7-(2-(Difluoromethoxy)ethoxy)-N-(1-(difluoromethyl)-2-oxo-1,2-dihydropyridin-3-yl)-2-(1-methyl-2-oxabicyclo[2.1.1]hexan-4-yl)imidazo[1,2-a]pyridine-6-carboxamide FC(OCCOC1=CC=2N(C=C1C(=O)NC=1C(N(C=CC1)C(F)F)=O)C=C(N2)C21COC(C2)(C1)C)F